methyl-1,2-dioxolane CC1OOCC1